Cl.N1CCC(CC1)C=1C(=NC2=CC=C(C=C2C1)N)C(F)(F)F (piperidin-4-yl)-2-(trifluoromethyl)quinolin-6-amine hydrochloride